CNCC=C (methyl)(prop-2-en-1-yl)amine